CO[C@H](C)C1=CC=C(N)C=C1 4-[(1R)-1-methoxyethyl]aniline